methyl 2-cyclopropyl-5-ethoxy-4-((3-(4-((2-(2-hydroxyethoxy)ethyl)carbamoyl)phenyl)-2-oxo-1-oxa-3,8-diazaspiro[4.5]decan-8-yl)methyl)benzoate C1(CC1)C1=C(C(=O)OC)C=C(C(=C1)CN1CCC2(CN(C(O2)=O)C2=CC=C(C=C2)C(NCCOCCO)=O)CC1)OCC